ClC1=C(C=CC=C1F)C(=O)NC=1C=C(C2=C(NC(=N2)COC)C1)C(=O)NC1=C(C(=CC=C1)Cl)C 6-{[(2-Chloro-3-fluorophenyl)carbonyl]amino}-N-(3-chloro-2-methylphenyl)-2-(methoxymethyl)-1H-benzimidazole-4-carboxamide